ClC1=CC=C(S1)CSC1=C(C(=NN1C(=O)C=1N=CSC1)C1C(N(C1C(F)(F)F)C(=O)N1CC(CC1)O)=O)C#N 5-{[(5-Chlorothiophen-2-yl)methyl]sulfanyl}-3-[1-(3-hydroxypyrrolidin-1-carbonyl)-2-oxo-4-(trifluoromethyl)azetidin-3-yl]-1-(1,3-thiazol-4-carbonyl)-1H-pyrazol-4-carbonitril